COC(=O)C1=C(NC=2N1C(C=C(C2C2=CC(=CC=C2)C(F)(F)F)CC2=CC=CC1=CC=CC=C21)=O)Br.OC2=C(C=CC=C2)C(C=CC=2C=C1C=CN=CC1=CC2)=O 1-(2-hydroxyphenyl)-3-(isoquinolin-6-yl)prop-2-en-1-one methyl-2-bromo-7-(naphthalen-1-ylmethyl)-5-oxo-8-(3-(trifluoromethyl)phenyl)-1,5-dihydroimidazo[1,2-a]pyridine-3-carboxylate